1,2,4,6,7-naphthalenepentaacetic acid C=1(C(=CC(=C2C=C(C(=CC12)CC(=O)O)CC(=O)O)CC(=O)O)CC(=O)O)CC(=O)O